FC(=CCC#CC1=CC=C(C=C1)OC)C1=CC=C(C=C1)C1=CC=CC=C1 4-(1-fluoro-5-(4-methoxyphenyl)pent-1-en-4-yn-1-yl)-1,1'-biphenyl